ClC1=CC=C(C(=N1)C(=O)NS(=O)(=O)C)N[C@H](C)C=1C=C(C=C2C(C(=C(OC12)C1=C(C=C(C=C1)F)F)C)=O)C 6-Chloro-3-[[(1R)-1-[2-(2,4-difluorophenyl)-3,6-dimethyl-4-oxo-chromen-8-yl]ethyl]amino]-N-methylsulfonyl-pyridine-2-carboxamide